3-ethyl-1-meth-oxy-1-[[4-[5-(trifluoromethyl)-1,2,4-oxadiazol-3-yl]phenyl]methyl]urea C(C)NC(N(CC1=CC=C(C=C1)C1=NOC(=N1)C(F)(F)F)OC)=O